hexanoic acid benzenesulfonate C1(=CC=CC=C1)S(=O)(=O)O.C(CCCCC)(=O)O